C([C@@H](O)C)(=O)[O-].[NH4+] ammonium L-lactate